6-(2-hydroxy-2-methylpropoxy)-4-(6-(methyl(quinolin-6-ylmethyl)amino)pyridin-3-yl)pyrazolo[1,5-a]pyridine-3-carbonitrile OC(COC=1C=C(C=2N(C1)N=CC2C#N)C=2C=NC(=CC2)N(CC=2C=C1C=CC=NC1=CC2)C)(C)C